ClC=1C(=NC(=NC1)NC1CCOCC1)C=1C=C2N(C(N(C2)[C@H](C(=O)N[C@H](CO)C2=CC(=CC(=C2)OC)F)C)=O)C1 (S)-2-(6-(5-Chloro-2-((tetrahydro-2H-pyran-4-yl)amino)pyrimidin-4-yl)-3-oxo-1H-pyrrolo[1,2-c]imidazol-2(3H)-yl)-N-((S)-1-(3-fluoro-5-methoxyphenyl)-2-hydroxyethyl)propanamide